FC1=CC=C(C=C1)N1C(C(=CC=C1)C(=O)NC1=CC=C(C=C1)OC1=CC=NC2=CN=C(C=C12)C1CCN(CC1)C)=O 1-(4-Fluorophenyl)-N-[4-[[6-(1-methyl-4-piperidyl)-1,7-naphthyridin-4-yl]oxy]phenyl]-2-oxo-pyridine-3-carboxamide